N1=CC=CC2=CC=C3C=CC=NC3=C12.[Zn+2] zinc (II) 1,10-phenanthroline